(6S,9R)-N-(5-chloro-2-fluoro-4-(6-(pyrrolidin-3-yloxy)pyridin-3-yl)phenyl)-3-oxo-3,5,6,7,8,9-hexahydro-2H-6,9-epiminocyclohepta[c]pyridine-10-carboxamide trifluoroacetate salt FC(C(=O)O)(F)F.ClC=1C(=CC(=C(C1)NC(=O)N1[C@@H]2CC=3C(=CNC(C3)=O)[C@H]1CC2)F)C=2C=NC(=CC2)OC2CNCC2